C(C(C)C)N1N=CC2=CC(=CC=C12)[N+](=O)[O-] 1-isobutyl-5-nitro-1H-indazole